2-[(p-acetoxy)benzenepropionylamino]benzoic acid methyl ester COC(C1=C(C=CC=C1)NC(CCC1=CC=C(C=C1)OC(C)=O)=O)=O